CC(CC)NC(COC1=C(C=C(C=C1)OC)C=O)=O N-(BUTAN-2-YL)-2-(2-FORMYL-4-METHOXYPHENOXY)ACETAMIDE